O(C1=CC=CC=C1)CC1(CC1)O 1-(phenoxymethyl)cyclopropane-1-ol